FC=1C=C(C=CC1)C1=CC(=C(S1)C(=O)N[C@H]1CN(CC1)C(=O)OCCCC)NC(=O)N butyl (R)-3-(5-(3-fluorophenyl)-3-ureidothiophene-2-carboxamido)pyrrolidine-1-carboxylate